Cl.BrC1=CC(=C(N=N1)N)N1CCNCC1 6-bromo-4-(piperazin-1-yl)pyridazin-3-amine hydrochloride